N1(CCCCC1)C[C@H]1OC(=NOC1)C1(CC1)C1CCNCC1 |r| rac-5-(piperidin-1-ylmethyl)-3-(1-(piperidin-4-yl)cyclopropyl)-5,6-dihydro-1,4,2-dioxazine